1-tetradecyl-3-methylimidazolium mandelate C(C(O)C1=CC=CC=C1)(=O)[O-].C(CCCCCCCCCCCCC)N1C=[N+](C=C1)C